4,5-difluoro-6-phenyl-isophthalonitrile FC1=C(C=C(C#N)C(=C1F)C1=CC=CC=C1)C#N